N1=C(C=CC=C1)\C=N\NC1=NC=NC(=C1)N/N=C/C1=NC=CC=C1 4,6-bis(2-((E)-pyridin-2-ylmethylene)hydrazinyl)pyrimidin